4-Acetyl-N-[4-(3-Cyanophenyl)-5-(2,6-dimethyl-4-pyridyl)thiazol-2-yl]piperazin-1-carboxamid C(C)(=O)N1CCN(CC1)C(=O)NC=1SC(=C(N1)C1=CC(=CC=C1)C#N)C1=CC(=NC(=C1)C)C